OC1=C(C2=CC=CC=C2C=C1)C1=C(C=CC2=CC=CC=C12)NC(C1=CC=CC=C1)=O N-(2'-hydroxy-[1,1'-binaphthyl]-2-yl)benzamide